ClC1=CC=C(C=C1)N1C(=NN=C1[C@@H]1CC[C@H](CC1)OC1=NC=CC=C1)OCCN(C)C Trans-2-[[4-(4-chlorophenyl)-5-(4-pyridin-2-yloxy-cyclohexyl)-1,2,4-triazol-3-yl]oxy]-N,N-dimethylethylamine